CC1=CC(=NC=C1C1=NC=C2C3=C(N=CC2=C1)NC=C3)[C@@H](CCC)O (R)-1-(4-methyl-5-(7H-pyrrolo[2,3-c][2,6]naphthyridin-3-yl)pyridin-2-yl)butan-1-ol